5-chloro-N2-(2-methoxy-4-(4-(4-methylpiperazin-1-yl)piperidin-1-yl)phenyl)-N4-methylpyrimidine-2,4-diamine ClC=1C(=NC(=NC1)NC1=C(C=C(C=C1)N1CCC(CC1)N1CCN(CC1)C)OC)NC